4-oxo-quinoline-3-carboxamide O=C1C(C=NC2=CC=CC=C12)C(=O)N